C(C1=CC=CC=C1)C1CCN(CC1)C(CC=1C(=NN(C1C)C=1C=CC=2N(N1)C(=NN2)C)C)=O 1-(4-benzylpiperidin-1-yl)-2-(3,5-dimethyl-1-(3-methyl-[1,2,4]triazolo[4,3-b]pyridazin-6-yl)-1H-pyrazol-4-yl)ethan-1-one